CC1(P(C(CC(C1)=O)(C)C)C1=C(C=CC=C1C1=C(C=CC=C1OC)OC)C1=C(C=CC=C1OC)OC)C 2,2,6,6-Tetramethyl-1-[2,6-bis(2,6-dimethoxyphenyl)phenyl]-phosphacyclohexane-4-one